tert-butyl 3-[[(2'S,4R)-2-ethyl-2'-methyl-spiro[6,7-dihydrothieno[3,2-c]pyran-4,4'-piperidine]-1'-yl]methyl]azetidine-1-carboxylate C(C)C1=CC2=C(CCO[C@]23C[C@@H](N(CC3)CC3CN(C3)C(=O)OC(C)(C)C)C)S1